4-(2-Acryloyl-2,3,4,5-tetrahydro-1H-benzo[c]azepin-6-yl)-3-chloro-5-fluoro-2-methyl-1H-indole-7-carboxamide C(C=C)(=O)N1CC2=C(CCC1)C(=CC=C2)C2=C1C(=C(NC1=C(C=C2F)C(=O)N)C)Cl